C1(CC1)NC(C1=C(C=C(C=C1OC)C1=CN=C2N1C=CC(=C2)OC2CC1(COC1)C2)OC(F)F)=O N-cyclopropyl-2-(difluoromethoxy)-6-methoxy-4-[7-(2-oxaspiro[3.3]heptan-6-yloxy)imidazo[1,2-a]pyridin-3-yl]benzamide